C(C1=CC=CC=C1)N1CC2(C(C2C1)C(O)C1=CC=CC=C1)C=1C=C2C=NN(C2=CC1C)C1=CC=C(C=C1)F (3-benzyl-1-(1-(4-fluorophenyl)-6-methyl-1H-indazol-5-yl)-3-azabicyclo[3.1.0]hexan-6-yl)(phenyl)methanol